2-[2-[[6-(4-tert-Butoxycarbonylpiperazin-1-yl)-1,3-benzothiazol-2-yl]methylcarbamoyl]indan-2-yl]acetic acid C(C)(C)(C)OC(=O)N1CCN(CC1)C1=CC2=C(N=C(S2)CNC(=O)C2(CC3=CC=CC=C3C2)CC(=O)O)C=C1